C(C)OCC(=O)NC(C1=CC=C(C=C1)OC)C1=CC(=C2C=CC=NC2=C1O)[N+](=O)[O-] 2-ethoxy-N-[(8-hydroxy-5-nitroquinolin-7-yl)(4-methoxyphenyl)methyl]acetamide